(2-fluoro-6-methoxyphenyl)isonicotinic acid methyl ester COC(C1=C(C=NC=C1)C1=C(C=CC=C1OC)F)=O